(S)-2-((R)-2,2-dimethyl-1,3-dioxolan-4-yl)-2-hydroxyethyl 4-methylbenzenesulfonate CC1=CC=C(C=C1)S(=O)(=O)OC[C@H](O)[C@@H]1OC(OC1)(C)C